C(N)(=O)C1=CC(=C(C=C1)B(O)O)F 4-CARBAMOYL-2-FLUOROBENZENEBORONIC ACID